ClC=1C=C2C(=CC1)NC(C21CCN(CC1)CCOC=1C=NC(=C(C1)C(F)(F)F)[C@H](C)O)=O |o1:28| 5-chloro-1'-[2-({6-[(1S) or (1R)-1-hydroxyethyl]-5-(trifluoro-methyl)pyridin-3-yl}oxy)ethyl]-1,2-dihydrospiro[indole-3,4'-piperidin]-2-one